Cl.BrC=1C=C(C=CC1)NN 3-bromophenylhydrazine hydrochloric acid salt